butylene-bis-(3-methyl-6-tert-butylphenol) C(CCCC1=C(C(=CC=C1C)C(C)(C)C)O)C1=C(C(=CC=C1C)C(C)(C)C)O